CNC(=O)C1=NC=C(N=C1)C=1CCN(CC1)CC=1C=NC=2C(=C(C(NC2C1)=O)C(F)(F)F)C N-methyl-5-(1-((8-methyl-6-oxo-7-(trifluoromethyl)-5,6-dihydro-1,5-naphthyridin-3-yl)methyl)-1,2,3,6-tetrahydropyridin-4-yl)pyrazine-2-carboxamide